(S)-quinuclidin-3-yl (5-(2,4-dimethoxypyridin-3-yl)-2,2-dimethyl-2,3-dihydro-1H-inden-1-yl)carbamate COC1=NC=CC(=C1C=1C=C2CC(C(C2=CC1)NC(O[C@@H]1CN2CCC1CC2)=O)(C)C)OC